zinc 1,4,8,11,15,18,22,25-octabutoxy-29h,31h-phthalocyanine CCCCOC1=C2C(=C(C=C1)OCCCC)C3=NC4=NC(=NC5=C6C(=CC=C(C6=C([N-]5)N=C7C8=C(C=CC(=C8C(=N7)N=C2[N-]3)OCCCC)OCCCC)OCCCC)OCCCC)C9=C(C=CC(=C94)OCCCC)OCCCC.[Zn+2]